Endo-3-((4-((4-([1,2,4]triazolo[1,5-a]pyridin-7-yloxy)-3-methylphenyl)amino)pyrido[3,4-d]pyrimidin-6-yl)oxy)-8-azabicyclo[3.2.1]octane-8-carboxylic acid tert-butyl ester C(C)(C)(C)OC(=O)N1C2CC(CC1CC2)OC2=CC1=C(N=CN=C1NC1=CC(=C(C=C1)OC1=CC=3N(C=C1)N=CN3)C)C=N2